Diphenylmethylenediisocyanate C1(=CC=CC=C1)C(C1=CC=CC=C1)(N=C=O)N=C=O